5-methyl-N-[(1-phenylcyclopentyl)methyl]-[1,2,4]triazolo[1,5-a]pyrimidin-7-amine CC1=NC=2N(C(=C1)NCC1(CCCC1)C1=CC=CC=C1)N=CN2